N1=CN=C2N=CNC2=C1N[C@@H]1[C@H]([C@@H]([C@H]([C@@H](O1)CO)NC([C@H](CC1=CNC2=CC=CC=C12)N)=O)O)O (S)-N-((2R,3R,4R,5S,6S)-6-((7H-purin-6-yl)amino)-4,5-dihydroxy-2-(hydroxymethyl)tetrahydro-2H-pyran-3-yl)-2-amino-3-(1H-indol-3-yl)propanamide